3-[1-(3-bromophenyl)-3-methylcyclobutyl]-4-methyl-4H-1,2,4-triazole BrC=1C=C(C=CC1)C1(CC(C1)C)C1=NN=CN1C